2-fluoro-6-hydroxy-4-((4-(piperidin-1-yl)phenyl)ethynyl)benzaldehyde FC1=C(C=O)C(=CC(=C1)C#CC1=CC=C(C=C1)N1CCCCC1)O